C1(CC1)NC1(CCC(CC1)C)C#N 1-(cyclopropylamino)-4-methylcyclohexane-1-carbonitrile